O=C1NC(CCC1N1C(C2=CC=CC(=C2C1=O)NCC=1C=NN(C1)[C@@H]1CC(N(CC1)C(=O)OC(C)(C)C)(C)C)=O)=O tert-Butyl (4S)-4-(4-(((2-(2,6-dioxopiperidin-3-yl)-1,3-dioxoisoindolin-4-yl)amino)methyl)-1H-pyrazol-1-yl)-2,2-dimethylpiperidine-1-carboxylate